C(C)(C)(C)OC(NC1COC2(C1)CCNCC2)=O 1-oxa-8-azaspiro[4.5]Dec-3-ylcarbamic acid (S)-tert-butyl ester